1-(4-{2-[1-(2-Ethoxy-ethyl)-3-methoxy-1H-pyrazol-4-ylamino]-thiazol-4-yl}-3-methoxy-phenyl)-imidazolidin-2-one C(C)OCCN1N=C(C(=C1)NC=1SC=C(N1)C1=C(C=C(C=C1)N1C(NCC1)=O)OC)OC